[C@H](C)(CC)[C@@H]1N=C(C2=C(N(C1=O)CC(=O)O)C=C(C=C2)Cl)C2=CC=CC=C2 2-((S)-3-((S)-sec-butyl)-8-chloro-2-oxo-5-phenyl-2,3-dihydro-1H-benzo[e][1,4]diazepin-1-yl)acetic acid